C(C)(C)(C)C(=C)C=C 2-t-butyl-1,3-butadiene